dineopentyl 2-(1-trifluoromethyl-ethyl)-2-methylsuccinate FC(C(C)C(C(=O)OCC(C)(C)C)(CC(=O)OCC(C)(C)C)C)(F)F